C(CCC)OCCOC(COC1OC=C(C(=C1Cl)Cl)Cl)=O trichloro-pyryloxy-acetic acid butoxyethyl ester